4-(dimethylamino)-1-{6-[3-(4-mesyl-2-anisidino)-1-propynyl]-1-(2,2,2-trifluoroethyl)-4-indolylamino}cyclohexane CN(C1CCC(CC1)NC1=C2C=CN(C2=CC(=C1)C#CCNC=1C(OC)=CC=C(C1)S(=O)(=O)C)CC(F)(F)F)C